5-[4-[[(2R)-1-(2-fluoroethyl)azetidin-2-yl]methoxy]-2-methyl-pyrazol-3-yl]-N-(5-methylpyrazin-2-yl)pyrazolo[1,5-a]pyridin-2-amine FCCN1[C@H](CC1)COC1=C(N(N=C1)C)C1=CC=2N(C=C1)N=C(C2)NC2=NC=C(N=C2)C